CSCCCOC=1C=C2C(=CNC2=CC1)CCNC(C)=O N-(2-(5-(3-(Methylthio)propoxy)-1H-indol-3-yl)ethyl)acetamide